(3R,3aS,6S,6aR)-6-[(2-amino-3-fluoroquinolin-7-yl)oxy]hexahydro-3aH-cyclopenta[b]furan-2,3,3a-triol NC1=NC2=CC(=CC=C2C=C1F)O[C@H]1CC[C@]2([C@@H]1OC([C@@H]2O)O)O